CN1C(=NC(=C1)C(F)(F)F)C1(CC=2C=3N4C(NC3N=CN2)=CN=C4)CC=CC=C1 4-(1-(methyl-4-(trifluoromethyl)-1H-imidazol-2-yl)benzyl)-9H-imidazo[5,1-f]Purine